N-[3-chloro-2-fluoro-6-(trifluoro-methyl)benzyl]-N-cyclopropyl-3-(difluoromethyl)-5-fluoro-1-methyl-1H-pyrazole-4-carboxamide ClC=1C(=C(CN(C(=O)C=2C(=NN(C2F)C)C(F)F)C2CC2)C(=CC1)C(F)(F)F)F